methyl (3R)-3-pyrrolidinylacetate hydrochloride Cl.N1C[C@H](CC1)CC(=O)OC